tert-butyl ((R)-4-(4-bromo-2-fluorophenyl)-1-((S)-1-(4-chloro-3-((2,4-dimethoxybenzyl)carbamoyl)phenyl)-2-hydroxyethyl)-4-neopentyl-5-oxoimidazolidin-2-ylidene)carbamate BrC1=CC(=C(C=C1)[C@]1(NC(N(C1=O)[C@H](CO)C1=CC(=C(C=C1)Cl)C(NCC1=C(C=C(C=C1)OC)OC)=O)=NC(OC(C)(C)C)=O)CC(C)(C)C)F